CC1=NN2C(N=C(C(=C2C)O[C@H]2CN(CC2)C=2C=NC(=NC2)C#CCN2CCOCC2)C)=N1 (R)-4-(3-(5-(3-((2,5,7-trimethyl-[1,2,4]triazolo[1,5-a]pyrimidin-6-yl)oxy)pyrrolidin-1-yl)pyrimidin-2-yl)prop-2-yn-1-yl)morpholine